COC1=CC=C(CSC2=CC=3N(C=C2)C=CN3)C=C1 7-((4-methoxybenzyl)thio)imidazo[1,2-a]pyridine